ClC1=C(C=CC(=C1)F)NC1=NC=C(C(=N1)N1C=C(C=C1)C(=O)OC)C Methyl 1-(2-((2-chloro-4-fluorophenyl)amino)-5-methylpyrimidin-4-yl)-1H-pyrrole-3-carboxylate